C1(CC1)[C@@H](C)NC1=NC(=NC(=N1)NCC#C)C1=NC(=CC=C1)C(F)(F)F (R)-N2-(1-cyclopropylethyl)-N4-(prop-2-yn-1-yl)-6-(6-(trifluoromethyl)pyridin-2-yl)-1,3,5-triazine-2,4-diamine